potassium (piperazine) acetate C(C)(=O)[O-].N1CCNCC1.[K+]